(R)-4-[3-(4-aminopyrido[3,2-d]pyrimidin-6-yl)phenyl]-2-(thiazol-2-yl)but-3-yn-2-ol NC=1C2=C(N=CN1)C=CC(=N2)C=2C=C(C=CC2)C#C[C@@](C)(O)C=2SC=CN2